N-decanoyl-L-glutamate C(CCCCCCCCC)(=O)N[C@@H](CCC(=O)[O-])C(=O)[O-]